4-phenyl-2,8-bis(9-phenyl-9H-carbazol-3-yl)benzo[4,5]thieno[3,2-d]-pyrimidine C1(=CC=CC=C1)C=1C2=C(N=C(N1)C=1C=CC=3N(C4=CC=CC=C4C3C1)C1=CC=CC=C1)C1=C(S2)C=CC(=C1)C=1C=CC=2N(C3=CC=CC=C3C2C1)C1=CC=CC=C1